N-(2,4-difluoro-3-iodophenyl)-2-methoxy-5-methylbenzenesulfonamide FC1=C(C=CC(=C1I)F)NS(=O)(=O)C1=C(C=CC(=C1)C)OC